Cl.BrC1=CC(=C(CCN)C=C1OC)OC 4-bromo-2,5-dimethoxyphenethylamine hydrochloride